Potassium (2S)-1-hydroxy-2-((2S,4S)-1-(4-methoxy-1H-indole-2-carbonyl)-4-phenylpyrrolidine-2-carboxamido)-3-((S)-2-oxopyrrolidin-3-yl)propane-1-sulfonate OC([C@H](C[C@H]1C(NCC1)=O)NC(=O)[C@H]1N(C[C@@H](C1)C1=CC=CC=C1)C(=O)C=1NC2=CC=CC(=C2C1)OC)S(=O)(=O)[O-].[K+]